[Br-].C(C)O[Si](OCC)(OCC)CCC[N+](CC1=CC=CC=C1)(C)CCCCCCCCCCCCCCCCCC triethoxysilylpropyl-octadecyl-methyl-benzyl-ammonium bromide